CC1=C(C=CC=C1C)[C@H]1N(CCC1)C(CN1N=C2[C@H](CCCC2=C1C)C)=O 1-[(2S)-2-(2,3-Dimethyl-phenyl)pyrrolidin-1-yl]-2-[(7S)-3,7-dimethyl-4,5,6,7-tetrahydroindazol-2-yl]ethanone